2-Chloro-5-methyl-8-((2-(trifluoromethyl)-6,7-dihydro-5H-benzo[c]imidazo[1,2-a]azepine-9-yl)methyl)-7,8-dihydropteridine-6(5H)-one ClC1=NC=2N(CC(N(C2C=N1)C)=O)CC1=CC2=C(C=3N(CCC2)C=C(N3)C(F)(F)F)C=C1